C1=CC=CC=2C3=CC=CC=C3C(C12)COC(=O)N[C@H](C(=O)O)COCC(F)(F)F (2S)-2-(9H-fluoren-9-ylmethoxycarbonylamino)-3-(2,2,2-trifluoroethoxy)propanoic acid